4-bromo-7-fluoro-6-(2-hydroxy-2-methylpropyloxy)pyrazolo[1,5-a]pyridine-3-carbonitrile BrC=1C=2N(C(=C(C1)OCC(C)(C)O)F)N=CC2C#N